N-(3,5-dimethylcyclohexyl)-2-(1H-imidazol-1-yl)isonicotinamide CC1CC(CC(C1)C)NC(C1=CC(=NC=C1)N1C=NC=C1)=O